N-(2-(Dimethoxymethyl)-6-fluorobenzyl)-N-(2-oxo-2-((2'-oxo-1,1',2',3-tetrahydrospiro[indene-2,3'-pyrrolo[2,3-b]pyridin]-5-yl)amino)ethyl)pivalamide COC(C1=C(CN(C(C(C)(C)C)=O)CC(NC=2C=C3CC4(C(NC5=NC=CC=C54)=O)CC3=CC2)=O)C(=CC=C1)F)OC